N-(1H-indol-3-yl)-4-(trifluoromethyl)benzene-1-sulfonamide N1C=C(C2=CC=CC=C12)NS(=O)(=O)C1=CC=C(C=C1)C(F)(F)F